C(C)(C)(C)C1=NOC(=N1)C(=O)N[C@H](C)C1=C(C=C(C=C1)C1=NC=NC(=C1)Cl)C (R)-3-(tert-butyl)-N-(1-(4-(6-chloropyrimidin-4-yl)-2-methylphenyl)ethyl)-1,2,4-oxadiazole-5-carboxamide